S1SSSSCC1 pentathiepan